[Si]([O-])([O-])([O-])[O-].[Si](O)(O)(O)O.[Si](O)(O)(O)O.[Ca+2].[Ca+2] dicalcium trisilicate